NC1=C(N2C(=NC(C(=C2)C#N)C2=CC=C(C=C2)Cl)S1)C1=CC=C(C=C1)C amino-7-(4-chlorophenyl)-3-(p-tolyl)-7H-thiazolo[3,2-a]pyrimidine-6-carbonitrile